FC1=C(C=CC(=C1)C(=O)N1CCCC1)C=1CCN(CC1)C(=O)OC(C)(C)C tert-Butyl 4-(2-fluoro-4-(pyrrolidine-1-carbonyl)phenyl)-3,6-dihydropyridine-1(2H)-carboxylate